N-(quinolin-8-yl)-1-vinyl-2-naphthamide N1=CC=CC2=CC=CC(=C12)NC(=O)C1=C(C2=CC=CC=C2C=C1)C=C